N-{[4-(1-methyl-1H-indazole-6-sulfonyl)phenyl]methyl}imidazo[1,2-a]pyrimidine-6-carboxamide CN1N=CC2=CC=C(C=C12)S(=O)(=O)C1=CC=C(C=C1)CNC(=O)C=1C=NC=2N(C1)C=CN2